F[C@H]1C[C@H](N2N=C(N=C21)[C@H](CC)F)C2=CC=CC=C2 |r| rac-(5S,7S)-7-fluoro-5-phenyl-2-[rac-(1S)-1-fluoropropyl]-6,7-dihydro-5H-pyrrolo[1,2-b][1,2,4]triazole